2-[1-(2-cyanophenyl)-1-(1-methylpyrazol-4-yl)propan-2-yl]-N-(2,3-difluorophenyl)-5-methoxy-1-methyl-6-oxopyrimidine-4-carboxamide C(#N)C1=C(C=CC=C1)C(C(C)C=1N(C(C(=C(N1)C(=O)NC1=C(C(=CC=C1)F)F)OC)=O)C)C=1C=NN(C1)C